N1(N=CN=C1)CCNC=1C(=CC=C(C1)Cl)C1=CC=CC=C1 N-(2-(1H-1,2,4-triazol-1-yl)ethyl)-4-chloro-[1,1'-biphenyl]-2-amine